COC1=CC=C2C(C(=C(NC2=C1)C)C1=CC=C(C=C1)C1=CC(=CC=C1)C(F)(F)F)=O 7-Methoxy-2-methyl-3-(3'-(trifluoromethyl)-[1,1'-biphenyl]-4-yl)quinolin-4(1H)-one